NC1=C2C=NN(C2=CC=C1)CCC(=O)N1CCOCC1 3-(4-amino-1H-indazol-1-yl)-1-morpholinopropan-1-one